1H-benzotriazol-1-ylmethyl isocyanide N1(N=NC2=C1C=CC=C2)C[N+]#[C-]